C(C)(C)(C)C1=CC=C(C=C1)N(C(=O)[C@@H]1NCCC1)C(C(=O)N1CC(C1)F)C=1C=NC=CC1 (2R)-N-(4-(tert-butyl)phenyl)-N-(2-(3-fluoroazetidin-1-yl)-2-oxo-1-(pyridin-3-yl)ethyl)pyrrolidine-2-carboxamide